C(C1=CC=CC=C1)OC(=O)N(CC(CCCC(C(=O)O)(C)C1=CC(=CC=C1)I)(C)C)C 7-(((benzyloxy)carbonyl)(methyl)amino)-2-(3-iodophenyl)-2,6,6-trimethylheptanoic acid